NC1=CC(=NC=N1)OC1=CC(=C(C=C1)N1C(N(CC1=O)C1=CC(=CC=C1)C(F)F)=O)C 3-{4-[(6-amino-4-pyrimidinyl)oxy]-2-methylphenyl}-1-[3-(difluoromethyl)phenyl]-2,4-imidazolidinedione